FC=1C=C(CC=2C=C3C(=NNC3=CC2)NC(C2=C(C=C(C=C2)N2CCN(CC2)CCCC=2C=CC=C3C(=NN(C23)C)C2C(NC(CC2)=O)=O)NC2CCOCC2)=O)C=C(C1)F N-(5-(3,5-difluorobenzyl)-1H-indazol-3-yl)-4-(4-(3-(3-(2,6-dioxopiperidin-3-yl)-1-methyl-1H-indazol-7-yl)propyl)piperazin-1-yl)-2-((tetrahydro-2H-pyran-4-yl)amino)benzamide